FC(C=1C(=NC=C(C1)B1OC(C(O1)(C)C)(C)C)N)F 3-(difluoromethyl)-5-(4,4,5,5-tetramethyl-1,3,2-dioxaborolan-2-yl)pyridin-2-amine